α-hydroxyhexanedial OC(C=O)CCCC=O